NC=1N=C(C=C2C=C(N=CC12)NC(=O)[C@H]1[C@@H](C1)C)Cl |r| (±)-trans-N-(8-amino-6-chloro-2,7-naphthyridin-3-yl)-2-methyl-cyclopropanecarboxamide